ClC=1C=CC(=NC1)NC([C@@H](C)O)=O (R)-N-(5-chloropyridin-2-yl)-2-hydroxypropanamide